(E)-1-(6-methoxy-2,4-bis(methoxymethoxy)-3-(5-methyl-2-(prop-1-en-2-yl)hex-4-en-1-yl)phenyl)-3-(4-(methoxymethoxy)phenyl)prop-2-en-1-one COC1=CC(=C(C(=C1C(\C=C\C1=CC=C(C=C1)OCOC)=O)OCOC)CC(CC=C(C)C)C(=C)C)OCOC